FC=1C=C(OCCN2CCC3(CC2)C(NC2=CC=CC=C23)=O)C=C(C1S(=O)(=O)C)F 1'-[2-(3,5-difluoro-4-methanesulfonyl-phenoxy)ethyl]-1,2-dihydrospiro[indole-3,4'-piperidin]-2-one